FC(C1=CC=C(C=C1)C1CN(CC1)C(=O)C=1N=C(C2=C(N1)OC(=C2)C)NC2(CC2)C)F {3-[4-(difluoromethyl)phenyl]pyrrolidine-1-carbonyl}-6-methyl-N-(1-methylcyclopropyl)furo[2,3-d]pyrimidin-4-amine